3,6-dimethyl-5-nitropyridin-2-amine CC=1C(=NC(=C(C1)[N+](=O)[O-])C)N